(4-methyl-3-(2-(5-((3-methylpyrazin-2-yl)amino)-1H-pyrazol-3-yl)ethyl)phenyl)-6-azaspiro[3.4]octane-6-carboxamide CC1=C(C=C(C=C1)C1CCC12CN(CC2)C(=O)N)CCC2=NNC(=C2)NC2=NC=CN=C2C